Decyl ((S)-(((2R,3S,5R)-5-(6-amino-2-fluoro-9H-purin-9-yl)-2-ethynyl-3-(((hexyloxy)carbonyl)oxy)tetrahydro-furan-2-yl)methoxy)(phenoxy)phosphoryl)-L-phenylalaninate NC1=C2N=CN(C2=NC(=N1)F)[C@H]1C[C@@H]([C@@](O1)(C#C)CO[P@](=O)(OC1=CC=CC=C1)N[C@@H](CC1=CC=CC=C1)C(=O)OCCCCCCCCCC)OC(=O)OCCCCCC